BrC1=CC=C2CC(NC2=C1)=O 6-bromoindoline-2-one